ClC=1C(=C(C(=CC1N1C[C@H]2CN(C[C@@]2(C1)OC)C)F)S(=O)(=O)NC1=NC(=CC=C1)F)F 3-chloro-2,6-difluoro-N-(6-fluoropyridin-2-yl)-4-((3aS,6aR)-3a-methoxy-5-methylhexahydropyrrolo[3,4-c]pyrrol-2(1H)-yl)benzenesulfonamide